C(CC=C)OC=1C=2N(C(=C(N1)C=1C=C(C=NC1OC)[C@@H](C)NCC)C)C=CN2 (R)-1-(5-(8-(but-3-en-1-yloxy)-5-methylimidazo[1,2-a]pyrazin-6-yl)-6-methoxypyridin-3-yl)-N-ethylethan-1-amine